COC=1C(=CC2=CN(N=C2C1)C1CCC(CC1)COCCC1CCNCC1)[N+](=O)[O-] 4-(2-(((1r,4r)-4-(6-methoxy-5-nitro-2H-indazol-2-yl)cyclohexyl)methoxy)ethyl)piperidine